NC1=C(SC2=NC(=CC=C21)C)C(=O)N[C@H]2COC1=CC(=CC=C1C2)[C@@H]2[C@@H](CNCC2)O 3-amino-N-((R)-7-((3S,4R)-3-hydroxypiperidin-4-yl)chroman-3-yl)-6-methylthieno[2,3-b]pyridine-2-carboxamide